5-amino-7,8-diethoxyquinoline-2,4-dicarboxylic acid dimethyl ester COC(=O)C1=NC2=C(C(=CC(=C2C(=C1)C(=O)OC)N)OCC)OCC